FC1=C(C=CC=C1)C=1SC=C(N1)C(=O)N 2-(2-fluorophenyl)thiazole-4-carboxamide